1,4-dihydroxy-2-(3'-hydroxy-3'-methylbutyl)benzene OC1=C(C=C(C=C1)O)CCC(C)(C)O